2-amino-1-((3S,4R)-3-fluoro-4-((2-(3-((2-methoxy-4-(methylsulfonyl)phenyl)amino)prop-1-yn-1-yl)-3-vinylimidazo[1,2-a]pyridin-8-yl)amino)piperidin-1-yl)ethan-1-one NCC(=O)N1C[C@@H]([C@@H](CC1)NC=1C=2N(C=CC1)C(=C(N2)C#CCNC2=C(C=C(C=C2)S(=O)(=O)C)OC)C=C)F